C(CCCCC(=O)OCC(COC(=O)C1CC2(C1)CCC2)(COC(CCCCC(=O)OCC\C=C/CCCCC)=O)CO)(=O)OCC\C=C/CCCCC O6-[2-(hydroxymethyl)-2-[[6-[(Z)-non-3-enoxy]-6-oxo-hexanoyl]oxymethyl]-3-(spiro[3.3]heptane-2-carbonyloxy)propyl] O1-[(Z)-non-3-enyl] hexanedioate